N-(Adamantan-1-yl)-1-butyl-2-(naphthalen-1-yl)-1H-benzo[d]imidazol-4-amine C12(CC3CC(CC(C1)C3)C2)NC2=CC=CC=3N(C(=NC32)C3=CC=CC2=CC=CC=C32)CCCC